C1(CC1)C=1C(=C2C(=NC1CC)CCC2)NC(OCC(Cl)(Cl)Cl)=O 2,2,2-trichloroethyl (3-cyclopropyl-2-ethyl-6,7-dihydro-5H-cyclopenta[b]pyridin-4-yl)carbamate